(S)-8-fluoro-2-hydroxy-5-(2-methylazetidin-1-yl)pyrido[3,4-b]pyrazin-7-yl 4-methylbenzenesulfonate CC1=CC=C(C=C1)S(=O)(=O)OC1=C(C=2C(=NC=C(N2)O)C(=N1)N1[C@H](CC1)C)F